N1(CCC2=CC=CC=C12)S(=O)(=O)C=1C=C(C=CC1)C(=O)N1CCCC2=CC(=CC=C12)OC (3-(indolin-1-ylsulfonyl)phenyl)(6-methoxy-3,4-dihydroquinolin-1(2H)-yl)methanone